4-{[(3S)-piperidin-3-yl]amino}-6-(4-{[3-(trifluoromethyl)morpholin-4-yl]methyl}phenyl)pyrido[3,2-d]pyrimidine-8-carboxamide N1C[C@H](CCC1)NC=1C2=C(N=CN1)C(=CC(=N2)C2=CC=C(C=C2)CN2C(COCC2)C(F)(F)F)C(=O)N